NC1=NC(=NC(=C1NC(CC1CCCC1)=O)C)NCC1=CC=C(C=C1)C(F)(F)F N-[4-Amino-6-methyl-2-(4-trifluoromethylbenzylamino)-pyrimidin-5-yl]-2-cyclopentylacetamide